N1C(=CC=C1)C(=O)[O-].[Ca+2].N1C(=CC=C1)C(=O)[O-] calcium pyrrolate